NC1=NC2=CC=C(C=C2C=N1)C=1C=C(C=CC1C)C1=C(C(=O)N)C=C(C=C1CN1CCN(CC1)C)C(F)(F)F (3-(2-aminoquinazolin-6-yl)-4-methylphenyl)-3-((4-methylpiperazin-1-yl)methyl)-5-(trifluoromethyl)benzamide